benzyl (E)-6-(3-ethoxy-3-oxoprop-1-en-1-yl)imidazo[1,2-a]pyridine-2-carboxylate C(C)OC(/C=C/C=1C=CC=2N(C1)C=C(N2)C(=O)OCC2=CC=CC=C2)=O